F[C@H]1[C@@H](C1)C(=O)N1C2CN(CC1CC2)C2=NC=NN1C2=CC(=C1)C=1C=NN(C1)C ((1S,2R)-2-fluorocyclopropyl)(3-(6-(1-methyl-1H-pyrazol-4-yl)pyrrolo[2,1-f][1,2,4]triazin-4-yl)-3,8-diazabicyclo[3.2.1]octan-8-yl)methanone